C1(CC1)C1=CC=2N(N=C1)C(=CN2)C2=CC=CC(=N2)N[C@H]2CN(C[C@@H]2F)C(=O)OC(C)(C)C tert-butyl (3S,4S)-3-[[6-(7-cyclopropylimidazo[1,2-b]pyridazin-3-yl)-2-pyridyl]amino]-4-fluoro-pyrrolidine-1-carboxylate